BrC1=CC(=C(C(=O)NCC(F)(F)F)C(=C1)F)F 4-bromo-2,6-difluoro-N-(2,2,2-trifluoroethyl)benzamide